N[C@H](C=1N=C2N(N=CC(=C2)[C@H](NC(CC2CC(C2)(F)F)=O)C2CC2)C1)C1CCC(CC1)(F)F N-((R)-(2-((S)-amino(4,4-difluorocyclohexyl)methyl)imidazo[1,2-b]pyridazin-7-yl)(cyclopropyl)methyl)-2-(3,3-difluorocyclobutyl)acetamide